(R)-phenylsulfinylacetate C1(=CC=CC=C1)[S@](=O)CC(=O)[O-]